FC1=C2CNC(C2=CC=C1)C 4-fluoro-1-methylisoindoline